1,3,3-Trimethylcyclohexane CC1CC(CCC1)(C)C